FC=1C(=NC=CC1)C1(CCC1)CNC1=NC=C(C=N1)C=1SC=C(N1)C(=O)OCC ethyl 2-[2-({[(3-fluoro-2-pyridyl)cyclobutyl]methyl}amino) pyrimidin-5-yl]-1,3-thiazole-4-carboxylate